tert-butyl 4-[3-(4,4,5,5-tetramethyl-1,3,2-dioxaborolan-2-yl)allyl]piperidine-1-carboxylate CC1(OB(OC1(C)C)C=CCC1CCN(CC1)C(=O)OC(C)(C)C)C